2-cyclopropyl-N-(5-(6-(3-methoxy-4-(4-methylpiperazine-1-carbonyl)phenyl)pyrazin-2-yl)thiophen-3-yl)acetamide C1(CC1)CC(=O)NC1=CSC(=C1)C1=NC(=CN=C1)C1=CC(=C(C=C1)C(=O)N1CCN(CC1)C)OC